C(C)(C)(C)OC(=O)N1CCC(CC1)C=1N=NN(C1)CC1=CC(=CC=C1)F 4-[1-(3-Fluoro-benzyl)-1H-[1,2,3]triazol-4-yl]-piperidine-1-carboxylic acid tert-butyl ester